COC(=C)OC 1,1-dimethoxyethene